(1-naphthyl)-5-phenyloxazole C1(=CC=CC2=CC=CC=C12)C=1OC(=CN1)C1=CC=CC=C1